COC(=O)[C@H]1[C@@H](C1)CN1CC2N(C(C1)C2)C(=O)OC(C)(C)C tert-butyl 3-{[trans-2-(methoxycarbonyl)cyclopropyl]methyl}-3,6-diazabicyclo[3.1.1]heptane-6-carboxylate